N1=C(C=CC=C1)CC1CCN(CC1)CCCNC(OC(C)(C)C)=O Tert-butyl (3-(4-(pyridin-2-ylmethyl)piperidin-1-yl)propyl)carbamate